tert-butyl (5-((2-((4,5-dimethylthiazol-2-yl)carbamoyl)phenyl)amino)pentyl)carbamate CC=1N=C(SC1C)NC(=O)C1=C(C=CC=C1)NCCCCCNC(OC(C)(C)C)=O